FC1=CC=2C3=C(N(C2C=C1)CC1=CC=C(CP(OCC)(OCC)=O)C=C1)C=CC=N3 diethyl (4-((8-fluoro-5H-pyrido[3,2-b]indol-5-yl)methyl)benzyl)phosphonate